2,5-bis(trifluoromethoxy)benzidine FC(OC1=C(C=C(C(=C1)N)OC(F)(F)F)C1=CC=C(N)C=C1)(F)F